[C@@H]1([C@H](O)[C@@H](O)[C@@H](O)[C@H](O1)CO)O[C@H]1[C@@H]([C@H]([C@@H](OCC(CCCCCCCCCCCCCC)OC)O[C@@H]1CO)O)O 2-methoxyhexadecyl 4-O-β-D-galactopyranosyl-α-D-glucopyranoside